ethyl (R)-2-methylpyrrolidine-2-carboxylate C[C@]1(NCCC1)C(=O)OCC